OC1(COC1)C1=CC=C(C=C1)C(=O)N1CCC(CC1)OC1=CC2=CC=C(C=C2C=C1)C(F)(F)F (4-(3-hydroxyoxetan-3-yl)phenyl)(4-((6-(trifluoromethyl)naphthalen-2-yl)oxy)piperidin-1-yl)methanone